4-(4-(tert-butoxycarbonyl)-2,2-dimethylpiperazine-1-carbonyl)-6-(((tert-butyldimethylsilyl)oxy)methyl)pyrimidine 1-oxide C(C)(C)(C)OC(=O)N1CC(N(CC1)C(=O)C1=NC=[N+](C(=C1)CO[Si](C)(C)C(C)(C)C)[O-])(C)C